Cl.Cl.NC1CCC(CC1)N[C@@H]1C[C@@H](N(C2=CC=CC=C12)C(CC)=O)C 1-((2s,4r)-4-(((1r,4r)-4-aminocyclohexyl)amino)-2-methyl-3,4-dihydroquinolin-1(2H)-yl)propan-1-one dihydrochloride